biphenyl-2,2'-dicarboxylic acid C=1(C(=CC=CC1)C(=O)O)C=1C(=CC=CC1)C(=O)O